ClC1=C(C=C(C=C1)F)C1NC(C2=CC(=CC=C12)C=1C=NN(C1)C)C(F)(F)F 3-(2-chloro-5-fluorophenyl)-6-(1-methyl-1H-pyrazol-4-yl)-1-(trifluoromethyl)isoindoline